(4-(4-fluorophenyl)piperazin-1-yl)(naphthalen-1-yl)methanone FC1=CC=C(C=C1)N1CCN(CC1)C(=O)C1=CC=CC2=CC=CC=C12